Monoacetic Acid (N-Propargyl)Amide C(C#C)NC(C)=O